ClC1=CC=C(C=C1)C1=C(N=C(N1)C1=CC=C(C=C1)OCC1=C(C=CC=C1)C)C 5-(4-chlorophenyl)-4-methyl-2-(4-((2-methylbenzyl)oxy)phenyl)-1H-imidazole